N1N=CC=2C1=NC=NC2C2=C(SC(=C2)[N+](=O)[O-])C(=O)N 1H-pyrazolo[3,4-d]pyrimidin-4-yl-5-nitrothiophene-2-carboxamide